CN[C@@H](CCS(=O)C)C(=O)O N-methyl-methionine sulfoxide